I.CSCCCN 3-(methylthio)propylamine hydroiodide